C(CCCCCCCCCCC)(=O)NCCS(=O)(=O)O N-lauroyl-taurine